BrC=1C=C(C=CC1)NC1(CCC2(C(CC3=CC=CC=C23)C2=CSC(=C2)C)CC1)C(=O)O 4-(3-Bromophenylamino)-2'-(5-methylthiophene-3-yl)-2',3'-dihydrospiro[cyclohexane-1,1'-indene]-4-carboxylic acid